[2-(2,6-Dioxopiperidin-3-yl)-1-oxo-2,3-dihydro-1H-isoindol-4-yloxy]-acetic acid O=C1NC(CCC1N1C(C2=CC=CC(=C2C1)OCC(=O)O)=O)=O